ClC(=C)C1=C(C=C(C=C1)Cl)Cl α-chloro-2,4-dichlorostyrene